4-[[3-fluoro-2-methoxy-propyl]-[4-(5,6,7,8-tetrahydro-1,8-naphthyridin-2-yl)butyl]amino]-2-[(3-fluoropyridine-2-carbonyl)amino]butanoic acid FCC(CN(CCC(C(=O)O)NC(=O)C1=NC=CC=C1F)CCCCC1=NC=2NCCCC2C=C1)OC